N-(4,4-dimethylpyrrolidin-3-yl)-6-(7-(trifluoromethoxy)imidazo[1,2-a]pyridin-3-yl)pyridin-2-amine CC1(C(CNC1)NC1=NC(=CC=C1)C1=CN=C2N1C=CC(=C2)OC(F)(F)F)C